C1(CCCC1)OC(=O)NCC1=C(C=NN1C)C1=CC=C(C(=N1)C)OC1CCCCC1 (1S,3S)-3-((6-(5-((((Cyclopentyloxy)carbonyl)amino)methyl)-1-methyl-1H-pyrazol-4-yl)-2-methylpyridin-3-yl)oxy)cyclohexan